1-bromo-3-(bromomethyl)-4-methoxy-2-methylbenzene BrC1=C(C(=C(C=C1)OC)CBr)C